C[C@H]1N(CCN(C1=O)C)CCOC1=CC=C(C=C1)C=1C=C2C=CC(=NC2=CC1)C=1C2=C(C(N(C1)C)=O)NC=C2 (R)-4-{6-[4-(2-(2,4-dimethyl-3-oxopiperazin-1-yl)ethoxy)phenyl]quinolin-2-yl}-6-methyl-1H-pyrrolo[2,3-c]pyridin-7(6H)-one